O=C1N(CCC(N1)=O)C=1C=C(CN2CCN(CC2)C2=CC=C(C(=O)NC3=CC(=C(C=C3)C)NC3=NC=CC(=N3)C=3C=NC=CC3)C=C2)C=CC1 4-(4-(3-(2,4-dioxotetrahydropyrimidin-1(2H)-yl)benzyl)piperazin-1-yl)-N-(4-methyl-3-((4-(pyridin-3-yl)pyrimidin-2-yl)amino)phenyl)benzamide